3-(benzo[d][1,3]dioxol-5-yl)-3-(4-hydroxyphenyl)-7-(trifluoromethyl)indol-2-one O1COC2=C1C=CC(=C2)C2(C(NC1=C(C=CC=C21)C(F)(F)F)=O)C2=CC=C(C=C2)O